sodium potassium thiosulfate S(=S)(=O)([O-])[O-].[K+].[Na+]